CN(C(C=O)(C)C)C 2-(dimethylamino)-2-methylpropan-1-one